ClC C1-chloromethane